BrC1=C(C=C2C(=CN(C2=C1)C1CN(C1)C(=O)OC(C)(C)C)[C@@H](C(F)F)N[S@@](=O)C(C)(C)C)F tert-butyl 3-(6-bromo-3-((S)-1-(((S)-tert-butylsulfinyl)amino)-2,2-difluoroethyl)-5-fluoro-1H-indol-1-yl)azetidine-1-carboxylate